C(C)(C)(C)OC(=O)N1C(CCCC1)CSC1=CC(=NN1C)C1CC1 (((3-cyclopropyl-1-methyl-1H-pyrazol-5-yl)thio)methyl)-piperidine-1-carboxylic acid tert-butyl ester